2-(((4-(difluoromethyl)-2-((4-methoxybenzyl)amino)pyridin-3-yl)methyl)amino)ethan-1-ol FC(C1=C(C(=NC=C1)NCC1=CC=C(C=C1)OC)CNCCO)F